C1(CC1)C(=O)NC1=CC(=C(N=N1)C(NC([2H])([2H])[2H])=O)NC=1C(=C(C=CC1)C=1SC(=CN1)C(=O)N1CCN(CC1)C(=O)[O-])OC 4-(2-(3-((6-(Cyclopropanecarboxamido)-3-(trideuteromethylcarbamoyl)pyridazin-4-yl)amino)-2-methoxy-phenyl) Thiazole-5-carbonyl)piperazine-1-carboxylate